(S)-5-amino-N-(cyclopropylmethyl)-8-fluoro-N-(6-(trifluoromethyl)-2,3-dihydrofuro[2,3-b]pyridin-3-yl)benzo[c][2,6]naphthyridin-9-carboxamide NC1=NC2=C(C3=CN=CC=C13)C=C(C(=C2)F)C(=O)N([C@@H]2COC1=NC(=CC=C12)C(F)(F)F)CC1CC1